2-(1-(4-((4-((2-(6-methylpyridin-2-yl)pyrimidin-4-yl)amino)pyrimidin-2-yl)amino)phenyl)piperazin-2-yl)acetate CC1=CC=CC(=N1)C1=NC=CC(=N1)NC1=NC(=NC=C1)NC1=CC=C(C=C1)N1C(CNCC1)CC(=O)[O-]